NC1=NC=CC(=C1C#CCN(C)C)OC1=C(C=C(C=C1)NC(=O)C=1C=NN(C1C(F)(F)F)C1=NC=CC=C1F)F N-(4-((2-amino-3-(3-(dimethylamino)prop-1-yne-1-yl)pyridin-4-yl)oxy)-3-fluorophenyl)-1-(3-fluoropyridin-2-yl)-5-(trifluoromethyl)-1H-pyrazole-4-carboxamide